CS(=O)(=O)OC1=CC=C(C=2COC(OCC21)C=2N=C(SC2)C2CCN(CC2)C(CN2N=C(C=C2C)C(F)(F)F)=O)F 9-fluoro-3-[2-(1-{[5-methyl-3-(trifluoromethyl)-1H-pyrazol-1-yl] acetyl}piperidin-4-yl)-1,3-thiazol-4-yl]-1,5-dihydro-2,4-benzodioxepin-6-yl methane-sulfonate